ClC1=NC=C(C(=N1)NCCOC)C(=O)N 2-chloro-4-[(2-methoxyethyl)amino]pyrimidin-5-carboxamide